1-methyl-4-(1-methylethyl)benzene CC1=CC=C(C=C1)C(C)C